C(CCC)C1=CC=C(C=C1)N1N=CC(=C1)\C=C/1\C(NC(S1)=O)=O (5Z)-5-[[1-(4-butylphenyl)pyrazol-4-yl]methylene]thiazolidine-2,4-dione